N-(cis-2-(biphenyl-3-ylmethyl)-1-((2,2-difluorocyclopropyl)carbonyl)pyrrolidin-3-yl)methanesulfonamide C1(=CC(=CC=C1)C[C@@H]1N(CC[C@@H]1NS(=O)(=O)C)C(=O)C1C(C1)(F)F)C1=CC=CC=C1